2-chloro-1-((1r,3r)-3-methoxycyclobutoxy)-4-nitrobenzenol ClC1C(C=CC(=C1)[N+](=O)[O-])(O)OC1CC(C1)OC